(5,7-dihydrofuro[3,4-b]pyridin-3-yl)methanol N1=C2C(=CC(=C1)CO)COC2